tert-butyl (2-(3-(6-((((3-(6-hydroxy-3-oxoisoindolin-1-yl)-1H-indol-2-yl)methyl)amino)methyl)-1-((1-methyl-1H-imidazol-4-yl)methyl)-1H-indol-3-yl)propanamido)ethyl)carbamate OC1=CC=C2C(NC(C2=C1)C1=C(NC2=CC=CC=C12)CNCC1=CC=C2C(=CN(C2=C1)CC=1N=CN(C1)C)CCC(=O)NCCNC(OC(C)(C)C)=O)=O